(2-(trimethylsilyl)(ethoxy)methyl)-4,6-dihydropyrrolo[3,4-d]imidazole-5(1H)-carboxylic acid tert-butyl ester C(C)(C)(C)OC(=O)N1CC=2N(C=NC2C1)COCC[Si](C)(C)C